O(C1=CC=CC=C1)C(=O)NC1=C(N=C(S1)C1=CC=CC=C1)C(=O)OCC ethyl 5-((phenoxycarbonyl)amino)-2-phenylthiazole-4-carboxylate